1-(4-morpholinyl)-ethanone N1(CCOCC1)C(C)=O